CC1=CCC(C(C)C)(O)CC1 (+)-terpin-4-ol